(6R,7R)-7-((Z)-2-(2-aminothiazol-4-yl)-2-(methoxyimino)acetamido)-8-oxo-3-((S)-tetrahydrofuran-2-yl)-5-thia-1-azabicyclo[4.2.0]oct-2-ene-2-carboxylic acid tert-butyl ester C(C)(C)(C)OC(=O)C=1N2C([C@H]([C@H]2SCC1[C@H]1OCCC1)NC(\C(=N/OC)\C=1N=C(SC1)N)=O)=O